C(C=C)(=O)NNCCSSCCNNC(C=C)=O N,N'-bis(acrylamido)cystamine